FC1=C(C(=O)NC2=CC=C(C=C2)C=2OC(=NN2)C2=CC=CC=C2)C=CC=C1 2-fluoro-N-[4-(5-phenyl-1,3,4-oxadiazol-2-yl)phenyl]benzamide